1-({4-[(1E)-2-[4-(cyclohex-1-en-1-yl)-3-(trifluoromethyl)phenyl]ethenyl]phenyl}methyl)azetidine-3-carboxylic acid C1(=CCCCC1)C1=C(C=C(C=C1)/C=C/C1=CC=C(C=C1)CN1CC(C1)C(=O)O)C(F)(F)F